C(C)(C)(C)C1=C(C=CC=C1)N(C=1C2(C3=CC4=CC=CC=C4C3=CC1)C=CC=C1C3=CC=CC=C3C=C12)C1=C(C(=CC=2C3=CC=CC=C3CC12)C)C (tert-butylphenyl)(dimethylfluorenyl)(spirobifluorenyl)amine